1-(1-((1-(2-(2,6-dioxopiperidin-3-yl)-3-oxoisoindolin-5-yl)piperidin-4-yl)methyl)piperidin-4-yl)-4-(isopropylamino)-5H-pyrido[3,2-b]indole-7-carbonitrile O=C1NC(CCC1N1CC2=CC=C(C=C2C1=O)N1CCC(CC1)CN1CCC(CC1)N1CC=C(C=2NC=3C=C(C=CC3C21)C#N)NC(C)C)=O